tert-butyl 4-(4-((2-chloro-3-nitropyridin-4-yl)amino)phenyl)piperazine-1-carboxylate ClC1=NC=CC(=C1[N+](=O)[O-])NC1=CC=C(C=C1)N1CCN(CC1)C(=O)OC(C)(C)C